CN(C)CC=1C(=CC(=C(C1)B(O)O)F)N1CCOCC1 (5-((dimethylamino)methyl)-2-fluoro-4-morpholinophenyl)boronic acid